O[C@H](C=O)[C@@H]([C@@H]([C@H]([C@H](CO)O)O)O)O (2S,3R,4R,5S,6S)-2,3,4,5,6,7-hexahydroxyheptanal